hexahydrobenzyl-methacrylamide C(C1CCCCC1)C=C(C(=O)N)C